N[C@@H]1C[C@@H](CC1)C(=O)OC methyl (1R,3S)-3-aminocyclopentane-1-carboxylate